C1(=CC=CC=C1)C1=CC=2N(C(=C1)NC(=O)NC1=CC(=CC=3N1C=NC3)C3=CC=CC=C3)C=NC2 1,3-bis(7-phenylimidazo[1,5-a]pyridin-5-yl)urea